6-(3-amino-1H-indazol-4-yl)-5-fluoro-N-phenyl-1-naphthalenecarboxamide NC1=NNC2=CC=CC(=C12)C=1C(=C2C=CC=C(C2=CC1)C(=O)NC1=CC=CC=C1)F